[Al].N1=CC=CC=C1.N1=CC=CC=C1.N1=CC=CC=C1.N1=CC=CC=C1 tetrapyridine aluminium